C1(CC1)C=1SC(=C(N1)C1=CC=CC=C1)OC1=CC(=NC=C1)NC1=CC=C(C(=O)NC)C=C1 4-((4-((2-cyclopropyl-4-phenylthiazol-5-yl)oxy)pyridin-2-yl)amino)-N-methylbenzamide